O=C1N(CC[C@H]1NC(OC(C)(C)C)=O)CC=1N=CN(C1)C(C1=CC=CC=C1)(C1=CC=CC=C1)C1=CC=CC=C1 tert-butyl (R)-(2-oxo-1-((1-trityl-1H-imidazol-4-yl)methyl)pyrrolidin-3-yl)carbamate